1,1-bistert-hexylperoxy-3,3,5-trimethylcyclohexane C(C)(C)(CCC)OOC1(CC(CC(C1)C)(C)C)OOC(C)(C)CCC